3-fluoro-5-[(7-methanesulfonyl-1H-indazol-4-yl)amino]benzonitrile FC=1C=C(C#N)C=C(C1)NC1=C2C=NNC2=C(C=C1)S(=O)(=O)C